ClC1=NC(=CC=C1C(=O)NS(=O)(=O)C=1C=C(C=CC1)CCCCC1CC(N(C1)C(=O)OC(C)(C)C)(C)C)N1N=C(C=C1)OCCC1(CC1)C(F)(F)F tert-Butyl 4-[4-[3-[[2-chloro-6-[3-[2-[1-(trifluoromethyl)cyclopropyl]ethoxy]pyrazol-1-yl]pyridine-3-carbonyl]sulfamoyl]phenyl]butyl]-2,2-dimethyl-pyrrolidine-1-carboxylate